2-(6-(2-(2-methylbenzylidene)hydrazinyl)-2-morpholino-9H-purin-9-yl)-1-(pyridin-2-yl)ethane-1-on CC1=C(C=NNC2=C3N=CN(C3=NC(=N2)N2CCOCC2)CC(=O)C2=NC=CC=C2)C=CC=C1